FC(C1=C(C=CC(=N1)C(=O)NC)N1CCN(CC1)CC=1C=NC=2C=C(C(NC2C1)=O)CC)F 6-(difluoromethyl)-5-[4-[(7-ethyl-6-oxo-5H-1,5-naphthyridin-3-yl)methyl]piperazin-1-yl]-N-methylpyridine-2-carboxamide